(1aR,7bS)-5-[2-((Z)-4-diethylaminobut-1-enyl)-4-fluorobenzenesulfonyl-amino]-1,1a,2,7b-tetrahydrocyclopropa[c]chromene-4-carboxylic acid C(C)N(CC\C=C/C1=C(C=CC(=C1)F)S(=O)(=O)NC1=CC=C2[C@@H]3[C@H](COC2=C1C(=O)O)C3)CC